N-(3,4,5-trifluorobenzyl)butanamide FC=1C=C(CNC(CCC)=O)C=C(C1F)F